FC1=C(C=CC=C1)[C@H](C)N1N=C(C=C1C(=O)OC)C(NC)=O (S)-Methyl 1-(1-(2-fluorophenyl)ethyl)-3-(methylcarbamoyl)-1H-pyrazole-5-carboxylate